ClC1=C(C=C2C(N1)=NC=C2C=2C=C(C=CC2)N2C(CN(CC2)C(CCCCCCCOC2=C1CN(C(C1=CC=C2)=O)C2C(NC(CC2)=O)=O)=O)=O)CC 3-[4-({8-[4-(3-{6-chloro-5-ethyl-7H-pyrrolo[2,3-b]pyridin-3-yl}phenyl)-3-oxopiperazin-1-yl]-8-oxooctyl}oxy)-1-oxo-3H-isoindol-2-yl]piperidine-2,6-dione